N-((1-(7-CYANO-6-FLUOROQUINAZOLIN-4-YL)PIPERIDIN-3-YL)METHYL)METHANESULFONAMIDE C(#N)C1=C(C=C2C(=NC=NC2=C1)N1CC(CCC1)CNS(=O)(=O)C)F